[Na].C1(=CC=CC=C1)[C@@H]1N=C(OC1)C(=O)O (S)-4-phenyl-4,5-dihydro-oxazole-2-carboxylic acid sodium